C(C)(C)(C)OC(=O)N1CCC(CC1)C1=CC=C(C=C1)N[C@H]1C(NC(CC1)=O)=O.COC=1C=CC=2N(C1)C(=C(N2)C)C=O (6-methoxy-2-methyl-imidazo[1,2-a]pyridin-3-yl)methanone tert-butyl-4-[4-[[(3R)-2,6-dioxo-3-piperidyl]amino]phenyl]piperidine-1-carboxylate